3-(isopropoxymethyl)-1-phenyl-1H-benzo[g]indazole-4,5-dione C(C)(C)OCC1=NN(C=2C3=C(C(C(C12)=O)=O)C=CC=C3)C3=CC=CC=C3